C(#N)[C@H](CC1=CC=C(C=C1)C=1C=CC2=C(N(C(O2)=O)CCOC)C1)NC(=O)[C@H]1OCCCNC1 (2S)-N-[(1S)-1-Cyano-2-{4-[3-(2-methoxyethyl)-2-oxo-2,3-dihydro-1,3-benzoxazol-5-yl]phenyl}ethyl]-1,4-oxazepane-2-carboxamide